6-fluoro-7-((4-(5-fluoro-6-(methylcarbamoyl)pyridin-3-yl)piperazin-1-yl)methyl)furo[2,3-c]quinolin-4(5H)-one FC1=C(C=CC=2C3=C(C(NC12)=O)OC=C3)CN3CCN(CC3)C=3C=NC(=C(C3)F)C(NC)=O